BrC=1C(=NC=C(C1)[N+](=O)[O-])F 3-bromo-2-fluoro-5-nitropyridine